(1R,3S,5R)-2-(2-(4-amino-6-methoxy-9H-pyrimido[4,5-b]indol-9-yl)acetyl)-N-(6-bromopyridin-2-yl)-2-azabicyclo[3.1.0]hexane-3-carboxamide NC1=NC=NC=2N(C3=CC=C(C=C3C21)OC)CC(=O)N2[C@@H]1C[C@@H]1C[C@H]2C(=O)NC2=NC(=CC=C2)Br